1,4-dichloro-6,7-dihydro-5H-cyclopenta[d]pyridazine ClC1=NN=C(C2=C1CCC2)Cl